COC=1C(=CC2=C(N=C(S2)NC(=O)C2C(C3C=CC2C3)C(=O)O)C1)OC 3-[(5,6-dimethoxy-1,3-benzothiazol-2-yl)carbamoyl]bicyclo[2.2.1]hept-5-ene-2-carboxylic acid